ClC1=NC=CC(=N1)C=1C=C(C=CC1)NC(=O)C1CC1 N-(3-(2-chloropyrimidin-4-yl)phenyl)cyclopropanecarboxamide